P(=O)(OCCC)(OCC[N+](C)(C)C)[O-] propyl 2-(trimethylazaniumyl)ethyl phosphate